1-[rac-(4aR,8aS)-4-[6-(4-chloro-2-hydroxy-6-methyl-phenyl)pyridazin-3-yl]-3,4a,5,7,8,8a-hexahydro-2H-pyrido[4,3-b][1,4]oxazin-6-yl]ethanone ClC1=CC(=C(C(=C1)C)C1=CC=C(N=N1)N1[C@H]2[C@@H](OCC1)CCN(C2)C(C)=O)O |r|